(2-(1H-indol-3-yl)-1H-imidazol-4-yl-5-d)(3,4,5-trimethoxyphenyl)ketone N1C=C(C2=CC=CC=C12)C=1NC(=C(N1)C(=O)C1=CC(=C(C(=C1)OC)OC)OC)[2H]